COC1(CC=CC(OC2=CC=C(C=C2)[C@H]2[C@H](CCC3=CC(=CC=C23)O)C2=CC=CC=C2)=C1)OC (1R,2S)-1-[4-(5,5-dimethoxyphenoxy)phenyl]-2-phenyl-tetralin-6-ol